zinc-manganese sulfide [S-2].[Mn+2].[Zn+2].[S-2]